CNC1=CC(=NC=C1C=1SC(=NN1)N1CCC(CC1)N1CCNCC1)C1=CC=C2N1N=CC(=C2)C#N 7-[4-(methylamino)-5-{5-[4-(piperazin-1-yl)piperidin-1-yl]-1,3,4-thiadiazol-2-yl}pyridin-2-yl]pyrrolo[1,2-b]pyridazine-3-carbonitrile